6-bromo-1-(2-hydroxy-2-methylpropyl)-1,2,3,4-tetrahydro-1,8-naphthyridin-2-one BrC=1C=C2CCC(N(C2=NC1)CC(C)(C)O)=O